NC1CN(CC12OCCCC2)C2=NC=1CCC(CC1C(=C2)F)NC(=O)C2=CC1=C(N=N2)N(C=C1Cl)CC N-(2-{4-amino-6-oxa-2-azaspiro[4.5]decan-2-yl}-4-fluoro-5,6,7,8-tetrahydroquinolin-6-yl)-5-chloro-7-ethyl-7H-pyrrolo[2,3-c]pyridazine-3-carboxamide